(2s,5r)-6-hydroxy-3-methyl-7-oxo-1,6-diazabicyclo[3.2.1]oct-3-ene-2-carboxamide ON1[C@@H]2C=C([C@H](N(C1=O)C2)C(=O)N)C